nonyloctyl-dimethylammonium phosphate P(=O)([O-])([O-])[O-].C(CCCCCCCC)[N+](C)(C)CCCCCCCC.C(CCCCCCCC)[N+](CCCCCCCC)(C)C.C(CCCCCCCC)[N+](CCCCCCCC)(C)C